ClC1=C(C=C2C=C(C(NC2=C1)=O)C=1C=C(C=CC1)CC(=O)O)C1=CC=C2C=CNC2=C1 2-(3-(7-chloro-6-(1H-indol-6-yl)-2-oxo-1,2-dihydroquinolin-3-yl)phenyl)acetic acid